N-(5-(2-(((1r,4r)-4-aminocyclohexyl)amino)-quinazolin-6-yl)-3-fluoropyridin-2-yl)-2-chloro-benzenesulfonamide NC1CCC(CC1)NC1=NC2=CC=C(C=C2C=N1)C=1C=C(C(=NC1)NS(=O)(=O)C1=C(C=CC=C1)Cl)F